C(=O)C=1C=C(C=C(C1)S(=O)(=O)[O-])S(=O)(=O)[O-].[Na+].[Na+] disodium 5-formylbenzene-1,3-disulfonate